C(#N)C1=C(C=C(C=C1)N1C(N(C(C1=O)(C)C)C1=CC(=C(OC2CCN(CC2)CC(=O)NC2=CC(=CC=C2)NC2C(NC(CC2)=O)=O)C=C1)F)=S)C(F)(F)F 2-(4-(4-(3-(4-cyano-3-(trifluoromethyl)phenyl)-5,5-dimethyl-4-oxo-2-thioxoimidazolidin-1-yl)-2-fluorophenoxy)piperidin-1-yl)-N-(3-(2,6-dioxopiperidin-3-ylamino)phenyl)acetamide